ClC=1N(C(=C(N1)I)I)CCNC(OC(C)(C)C)=O tert-Butyl (2-(2-chloro-4,5-diiodo-1H-imidazol-1-yl)ethyl)carbamate